N-[3-fluoro-5-(1,1,2,2,3,3,3-heptafluoropropyl)-2-pyridyl]-2-[1-(3-methoxypentyl)tetrazol-5-yl]sulfanyl-5-nitro-benzamide FC=1C(=NC=C(C1)C(C(C(F)(F)F)(F)F)(F)F)NC(C1=C(C=CC(=C1)[N+](=O)[O-])SC1=NN=NN1CCC(CC)OC)=O